3-amino-N-[4-(2-chloro-6-methyl-phenoxy)-6-(o-tolyl)pyrimidin-2-yl]benzenesulfonamide NC=1C=C(C=CC1)S(=O)(=O)NC1=NC(=CC(=N1)OC1=C(C=CC=C1C)Cl)C1=C(C=CC=C1)C